4-methoxy-2-amino-N-(4-(N-(3-chloro-2-methylphenyl)sulfamoyl)phenyl)benzenesulfonamide COC1=CC(=C(C=C1)S(=O)(=O)NC1=CC=C(C=C1)S(NC1=C(C(=CC=C1)Cl)C)(=O)=O)N